ClC=1C=CC=2C3=C(C(N(C2C1)C1=CC=CC=C1)=O)N=C(N3C)N(C)C3=CC=C(C=C3)OC 7-chloro-2-((4-methoxyphenyl)(methyl)amino)-1-methyl-5-phenyl-1,5-dihydro-4H-imidazo[4,5-c]quinoline-4-on